4-acetoxy-tetrafluorobenzoic acid C(C)(=O)OC1=C(C(=C(C(=O)O)C(=C1F)F)F)F